ClC1C=CC=C(N1C)C=1C=NC=CC1 6-chloro-N-methyl-[2,3'-bipyridine]